FC1=C(C=CC(=C1O)F)CN(CC(=O)NO)CC1=C(C(=C(C=C1)F)O)F 2-[bis[(2,4-difluoro-3-hydroxy-phenyl)-methyl]amino]ethanehydroxamic acid